COC=1C=CC(=NC1)OC1CCN(CC1)C(=O)C1=NOC(=N1)C1=C(C(=C(C(=C1)F)F)O)F (4-((5-Methoxypyridin-2-yl)oxy)piperidin-1-yl)(5-(2,4,5-trifluoro-3-hydroxyphenyl)-1,2,4-oxadiazol-3-yl)methanone